C(C)(C)(C)OC(NCCCN1N=C2C=C(C(=CC2=C1Br)Cl)C1=C(C=CC=C1)F)=O (3-(3-bromo-5-chloro-6-(2-fluorophenyl)-2H-indazol-2-yl)propyl)carbamic acid tert-butyl ester